racemic-pyrrolidine N1CCCC1